FC1=NN(C=C1C=1C=C2C=NC=NN2C1)C 6-(3-fluoro-1-methyl-1H-pyrazol-4-yl)pyrrolo[2,1-f][1,2,4]triazin